C1(CC1)CN1C(=CC2=CC=C(C=C12)C=C)CO (1-(cyclopropylmethyl)-6-vinyl-1H-indol-2-yl)methanol